C=C\C=C\CCCCCCC(CCC)=O E-11-tetradecadienal